4-(bromomethyl)benzoic acid tert-butyl ester C(C)(C)(C)OC(C1=CC=C(C=C1)CBr)=O